C(#N)/C(=C/O)/C(OCC)OCC.[Na] sodium (Z)-2-cyano-3,3-diethoxyprop-1-en-1-ol